FC1(CCN(CC1)C=1N=C(C2=C(N1)CCC2)N)F 2-(4,4-difluoropiperidin-1-yl)-6,7-dihydro-5H-cyclopenta[d]pyrimidin-4-amine